3-(6-(3-oxohexahydroimidazo[1,5-a]pyrazin-7(1H)-yl)pyridin-2-yl)imidazo[1,2-a]pyrazine-6-carboxamide O=C1NCC2N1CCN(C2)C2=CC=CC(=N2)C2=CN=C1N2C=C(N=C1)C(=O)N